O=C([C@H](O)[C@@H](O)[C@H](O)[C@H](O)CO)[O-].[Pb+2].O=C([C@H](O)[C@@H](O)[C@H](O)[C@H](O)CO)[O-] lead (II) gluconate